C(C)C1=C(C(=CC=C1)CC)N1C(C(CC1(C)C)(C)C)[Ru](=C1C=C(C2=CC=CC=C12)C1=CC=CC=C1)(C1N(C(CC1(C)C)(C)C)C1=C(C=CC=C1CC)CC)(Cl)Cl bis(1-(2,6-diethylphenyl)-3,3,5,5-tetramethylpyrrolidin-2-yl)(3-phenyl-1H-inden-1-ylidene)ruthenium (VI) chloride